ammonium 3-(dodecylthio)propyl (R)-(((1-(6-amino-9H-purin-9-yl)propan-2-yl)oxy)methyl) phosphonate P(OCCCSCCCCCCCCCCCC)(OCO[C@@H](CN1C2=NC=NC(=C2N=C1)N)C)=O.[NH4+]